3-cyano-4-((4,4-difluorocyclohexyl)amino)-N-methylbenzenesulfonamide C(#N)C=1C=C(C=CC1NC1CCC(CC1)(F)F)S(=O)(=O)NC